C(C)(C)(C)OC(=O)NCC=1C(=NC=CC1)C(=O)O (((tert-Butoxycarbonyl)amino)methyl)picolinic acid